normalpropanol C(CC)O